6-[4-(cyclopropylamino)-3-(propan-2-yl)-3H-imidazo[4,5-c]pyridin-6-yl]-1-[(1s,3s)-3-(piperidin-1-yl)cyclobutyl]-1,2-dihydrospiro[indole-3,4'-piperidin]-2-one C1(CC1)NC1=NC(=CC2=C1N(C=N2)C(C)C)C2=CC=C1C(=C2)N(C(C12CCNCC2)=O)C2CC(C2)N2CCCCC2